bicyclononanone C1CCCCC(CCC1)C2CCCCCCCC2=O